Cl.CC1NCCC2=C(C(=CC=C12)C)OC1CCN(CC1)CC1=C(C=C(C=C1OC)C=1C(=C(C(N(C1)C)=O)C)C)OC 5-(4-((4-((1,6-dimethyl-1,2,3,4-tetrahydroisoquinolin-5-yl)oxy)piperidin-1-yl)methyl)-3,5-dimethoxyphenyl)-1,3,4-trimethylpyridin-2(1H)-one hydrochloride